2-acetamido-N-(6-(dimethylamino)pyridazin-3-yl)-4-fluorobenzamide C(C)(=O)NC1=C(C(=O)NC=2N=NC(=CC2)N(C)C)C=CC(=C1)F